FC=1C=C(C=C2CC(CC12)CNCCC1CN(C(O1)=O)C1=NC2=C(OCC(N2)=O)N=C1)OCC(=O)NOC 2-[[7-Fluoro-2-[[2-[2-oxo-3-(3-oxo-4H-pyrazino[2,3-b][1,4]oxazin-6-yl)-1,3-oxazolidin-5-yl]ethylamino]methyl]-2,3-dihydro-1H-inden-5-yl]oxy]-N-methoxyacetamide